CC1=C(C=C(OCC2(CCC2)NC(OC(C)(C)C)=O)C=C1)C(NC1(CC1)C1=C2C=CC=NC2=CC(=C1)C=1SC=CN1)=O tert-butyl (1-((4-methyl-3-((1-(7-(thiazol-2-yl)quinolin-5-yl)cyclopropyl)carbamoyl)phenoxy)methyl)cyclobutyl)carbamate